((4-(trifluoromethoxy) phenyl) carbamoyl) methylnicotinate CC1=C(C(=O)OC(NC2=CC=C(C=C2)OC(F)(F)F)=O)C=CC=N1